NC1=C(C=C(C=N1)NC(C(N1[C@H](CCCC1)C1=CC=NC=C1)=O)=O)C N-(6-Amino-5-methyl-3-pyridyl)-2-oxo-2-[(2R)-2-(4-pyridyl)-1-piperidyl]acetamide